3-(4-{6-[2-(7-Fluoro-2,4-dimethyl-indol-1-yl)-ethylamino]-pyrimidin-4-yl}-phenyl)-3-oxo-propionitrile FC=1C=CC(=C2C=C(N(C12)CCNC1=CC(=NC=N1)C1=CC=C(C=C1)C(CC#N)=O)C)C